bis(4-nitrophenyl) (thiobis(ethane-2,1-diyl)) bis(carbonate) C(OC1=CC=C(C=C1)[N+](=O)[O-])(OCCSCCOC(OC1=CC=C(C=C1)[N+](=O)[O-])=O)=O